(S)-2-(2,5-dibromothiophene-3-carboxamido)-N1-(1-(2-(2-adamantylamino)-2-oxoethyl)-2-oxo-1,2-dihydropyridin-3-yl)-N6-methyl-5-oxohexanediamide BrC=1SC(=CC1C(=O)N[C@H](C(=O)NC=1C(N(C=CC1)CC(=O)NC1C2CC3CC(CC1C3)C2)=O)CCC(C(=O)NC)=O)Br